FC(=C(C(=O)O)F)F trifluoroacrylic acid